N-[4-fluoro-5-(6-morpholin-4-ylpyridazin-3-yl)-2-[(3R,5S)-3,4,5-trimethylpiperazin-1-yl]phenyl]-6-oxo-4-(trifluoromethyl)-1H-pyridine-3-carboxamide FC1=CC(=C(C=C1C=1N=NC(=CC1)N1CCOCC1)NC(=O)C1=CNC(C=C1C(F)(F)F)=O)N1C[C@H](N([C@H](C1)C)C)C